GERANYLFLAVON C(\C=C(/C)\CCC=C(C)C)C1=C(OC2=CC=CC=C2C1=O)C1=CC=CC=C1